amino diethyl-methacrylate C(C)C(=C(C(=O)ON)C)CC